COC(=O)C1=CC2=C(N=CN2CC2OCCC2)S1 1-(oxolan-2-ylmethyl)-1H-thieno[2,3-d]imidazole-5-carboxylic acid methyl ester